(aminomethyl)-N-methylpyridin-2-amine NCC=1C(=NC=CC1)NC